2-dicyclohexylphosphino-2,6-biphenyl C1(CCCCC1)P(C1(CC=CC=C1)C1=CC=CC=C1)C1CCCCC1